(±)-Trans-3-butyl-3-ethyl-2,3,4,5-tetrahydro-5-phenyl-1,4-benzothiazepin-8-thiol 1,1-dioxide C(CCC)[C@]1(CS(C2=C([C@@H](N1)C1=CC=CC=C1)C=CC(=C2)S)(=O)=O)CC |r|